C(C)(C)(C)C=1C=C(C(=O)NNC(C2=CC(=C(C(=C2)C(C)(C)C)O)C(C)(C)C)=O)C=C(C1O)C(C)(C)C 1,2-bis(3,5-di-tert-butyl-4-hydroxy-benzoyl)hydrazine